2'-chloro-5'-methoxy-N-(5-(6-methoxybenzo[d]oxazole-2-carbonyl)-5,6-dihydro-4H-pyrrolo[3,4-d]thiazol-2-yl)-6-methyl-[4,4'-bipyridine]-3-carboxamide ClC1=NC=C(C(=C1)C1=C(C=NC(=C1)C)C(=O)NC=1SC2=C(N1)CN(C2)C(=O)C=2OC1=C(N2)C=CC(=C1)OC)OC